FC=1C=C(C=C(C1)F)C1=CC=C(C=C1)OB(O)O (3',5'-difluoro-[1,1'-biphenyl]-4-yl)boric acid